tert-butyl 2,2,3,3,5,5,6,6-octadeuterio-4-[(2R,3R)-2-[2-methyl-3-(trideuteriomethoxy)phenyl]pyrrolidin-3-yl]piperazine-1-carboxylate [2H]C1(N(C(C(N(C1([2H])[2H])[C@H]1[C@H](NCC1)C1=C(C(=CC=C1)OC([2H])([2H])[2H])C)([2H])[2H])([2H])[2H])C(=O)OC(C)(C)C)[2H]